O=C1SC(CN1[C@H](C(=O)N)CC)CC(F)(F)F (2S)-2-[2-oxo-5-(2,2,2-trifluoroethyl)-1,3-thiazolidin-3-yl]butanamide